tert-butyl (1S,3R)-3-((4-([1,1'-biphenyl]-3-yl)-5-chloropyrimidin-2-yl)amino)cyclohexane-1-carboxylate C1(=CC(=CC=C1)C1=NC(=NC=C1Cl)N[C@H]1C[C@H](CCC1)C(=O)OC(C)(C)C)C1=CC=CC=C1